FC1(CC=C(CC1)C=1C=C(SC1)C1(CC1)C=1NC(C2=C(N1)CCN(C2)C([C@@H](C2=CC(=CC=C2)C(F)(F)F)O)=O)=O)F (R)-2-(1-(4-(4,4-difluorocyclohex-1-en-1-yl)thiophen-2-yl)cyclopropyl)-6-(2-hydroxy-2-(3-(trifluoromethyl)phenyl)acetyl)-5,6,7,8-tetrahydropyrido[4,3-d]pyrimidin-4(3H)-one